FC=1C=NC=CC1C=1N=C(C2=C(N1)C=NC=C2)N2CCC1(CCNC1)CC2 2-(3-fluoropyridin-4-yl)-4-(2,8-diazaspiro[4.5]decan-8-yl)pyrido[3,4-d]pyrimidine